4-amino-7-((5-methyl-6-(piperazin-1-yl)pyridin-3-yl)methyl)-N,N-dipropylimidazo[2,1-f][1,2,4]triazine-2-carboxamide NC1=NC(=NN2C1=NC=C2CC=2C=NC(=C(C2)C)N2CCNCC2)C(=O)N(CCC)CCC